OC(CC(C(=O)N)C1=C(NC2=CC=CC=C12)C1=CC=C(C=C1)F)CO (2,3-dihydroxypropyl)-2-(2-(4-fluorophenyl)-1H-indol-3-yl)acetamide